racemic-(3S,4R)-4-((8-(8,8-difluoro-2,6-diazaspiro[3.4]octan-6-yl)-6-(difluoromethyl)quinazolin-2-yl)amino)tetrahydro-2H-pyran-3-ol FC1(CN(CC12CNC2)C=2C=C(C=C1C=NC(=NC21)N[C@H]2[C@@H](COCC2)O)C(F)F)F |r|